(3,5-dimethyl-1H-pyrazol-1-yl)cyclohexane-1-carbonitrile CC1=NN(C(=C1)C)C1(CCCCC1)C#N